N-[(1R,3S)-3-{[6-chloro-2-(trifluoromethyl)quinolin-4-yl]amino}cyclohexyl]-4-methoxybenzamide ClC=1C=C2C(=CC(=NC2=CC1)C(F)(F)F)N[C@@H]1C[C@@H](CCC1)NC(C1=CC=C(C=C1)OC)=O